Tert-butyl (2-((3,5-dimethyl-7-((5-methyl-4-(4,4,5,5-tetramethyl-1,3,2-dioxaborolan-2-yl)-1H-pyrazol-1-yl)methyl)adamantan-1-yl)oxy)ethyl)(methyl)carbamate CC12CC3(CC(CC(C1)(C3)C)(C2)CN2N=CC(=C2C)B2OC(C(O2)(C)C)(C)C)OCCN(C(OC(C)(C)C)=O)C